CC1(CC2=NC=C(C=C2CO1)[N+](=O)[O-])C 7,7-dimethyl-3-nitro-7,8-dihydro-5h-pyrano[4,3-b]pyridine